pleiadene C1=CC=C2C=CC=C3C=C4C=CC=CC4=CC1=C23